NC=1C=C(C=CC1C1N(C(CNC1)=O)C)NC(OC(C)(C)C)=O tert-butyl (3-amino-4-(1-methyl-6-oxopiperazin-2-yl)phenyl)carbamate